N2-(2-chloro-4-((1s,3s)-3-(dimethylamino)cyclobutoxy)-5-methoxyphenyl)-N4-(6,7-difluoroquinolin-3-yl)pyrimidine-2,4-diamine ClC1=C(C=C(C(=C1)OC1CC(C1)N(C)C)OC)NC1=NC=CC(=N1)NC=1C=NC2=CC(=C(C=C2C1)F)F